C1(C(=CC(C=C1)=O)C=O)=O p-benzoquinone-carbaldehyde